4-(5-(2,6-dimethylphenoxy)-1-methyl-2-oxo-1,2-dihydropyridin-4-yl)-6-methyl-2-(3-methyl-1-(oxetan-3-yl)-1H-pyrazol-4-yl)-1,6-dihydro-7H-pyrrolo[2,3-c]pyridin CC1=C(OC=2C(=CC(N(C2)C)=O)C=2C3=C(CN(C2)C)NC(=C3)C=3C(=NN(C3)C3COC3)C)C(=CC=C1)C